(R)-3-(morpholin-3-yl)-1,2,4-thiadiazol-5(4H)-one hydrochloride Cl.N1[C@@H](COCC1)C1=NSC(N1)=O